3,4-Dimethylbenzoic acid CC=1C=C(C(=O)O)C=CC1C